methyl (4aS)-7-chloro-2-[methoxycarbonyl-[4-(trifluoromethoxy)phenyl]carbamoyl]-3,5-dihydroindeno[1,2-e][1,3,4]oxadiazine-4a-carboxylate ClC=1C=C2C[C@]3(C(=NN(CO3)C(N(C3=CC=C(C=C3)OC(F)(F)F)C(=O)OC)=O)C2=CC1)C(=O)OC